(4-{[(3R,6S)-6-{[(tetrahydrofuran-3-ylmethyl)amino]methyl}-3,4,5,6-tetrahydro-2H-pyran-3-yl]amino}-7H-pyrrolo[2,3-d]pyrimidin-5-yl)methanone O1CC(CC1)CNC[C@@H]1CC[C@H](CO1)NC=1C2=C(N=CN1)NC=C2C=O